4-methoxy-2-morpholinebenzonitrile CON1CC(OCC1)C1=CC=CC=C1C#N